N[C@H](C(=O)O)CCCCNC(=O)OCCN=[N+]=[N-] (s)-2-amino-6-((2-azidoethoxy)carbonylamino)hexanoic acid